C(C1=CC=CC=C1)OC=1C=C2CCNC(C2=CC1OC)\C=C\C1=C(C=C(C(=C1)OCC1=C(C=CC=C1)S(=O)(=O)C)OC)C 6-(benzyloxy)-1-[(E)-2-(5-{[2-(methanesulfonyl)phenyl]methoxy}-4-methoxy-2-methylphenyl)ethenyl]-7-methoxy-1,2,3,4-tetrahydroisoquinoline